3-Chloro-8-ethyl-6-[(2R)-2-(methoxymethyl)morpholine-4-carbonyl]pyrido[2,3-c]pyridazin-5-one ClC1=CC2=C(N=N1)N(C=C(C2=O)C(=O)N2C[C@@H](OCC2)COC)CC